C(C1=CC=CC=C1)N1N=NC2=NC=C(C=C21)Br 1-Benzyl-6-bromo-1H-[1,2,3]triazolo[4,5-b]pyridine